CC1=C(SC(=C1)C=1SC=CC1C)C=1SC=CC1 3',3''-dimethyl-2,2':5',2''-terthiophene